OP(=O)(C)N[C@@H](CC)C(=O)[O-] |r| [hydroxyl(methyl)phosphinoyl]-DL-homoalaninate